N1CCCC12CCC1(CCCC1)CC2 azadispiro[4.2.48.25]tetradecan